1,2,4-triazole-1-methanamine N1(N=CN=C1)CN